(16R)-12-(2,6-dimethylphenyl)-18-{2-oxaspiro[3.5]nonan-7-yl}-15-oxa-8λ6-thia-1,9,11,18,22-pentaazatetracyclo[14.4.1.13,7.110,14]tricosa-3(23),4,6,10,12,14(22)-hexaene-2,8,8-trione CC1=C(C(=CC=C1)C)C=1N=C2NS(C3=CC=CC(C(N4CCN(C[C@@H](OC(C1)=N2)C4)C4CCC2(COC2)CC4)=O)=C3)(=O)=O